C1(CC1)NC=1C=C2[C@@H](N(C(C2=CC1)=O)CC1=CC2=C(NC(O2)=O)C=C1)C |o1:7| rel-(S)-6-((5-(cyclopropylamino)-3-methyl-1-oxoisoindolin-2-yl)methyl)benzo[d]oxazol-2(3H)-one